6-(5-cyclopropyl-3-ethylsulfonyl-2-pyridyl)-2,2-difluoro-5H-[1,3]dioxolo[4,5-f]isoindol-7-one C1(CC1)C=1C=C(C(=NC1)N1CC=2C=C3C(=CC2C1=O)OC(O3)(F)F)S(=O)(=O)CC